(E)-1-(3-(4-((4-([1,2,4]triazolo[1,5-a]pyridin-7-yloxy)-3-methylphenyl)amino)pyrrolo[2,1-f][1,2,4]triazin-5-yl)azetidin-1-yl)-3-(tetrahydro-1H-pyrrolizin-7a(5H)-yl)prop-2-en-1-one N=1C=NN2C1C=C(C=C2)OC2=C(C=C(C=C2)NC2=NC=NN1C2=C(C=C1)C1CN(C1)C(\C=C\C12CCCN2CCC1)=O)C